tributyl-(methyl)phosphine methanesulfonate CS(=O)(=O)O.C(CCC)P(C)(CCCC)CCCC